C=1N=CN2C1C1=C(OCCC2)C=CC(=C1)C(=O)[O-].[Li+] Lithium 6,7-dihydro-5H-benzo[b]imidazo[5,1-d][1,5]oxazocine-11-carboxylate